tert-butyl (3S)-3-[7-chloro-3-(2-fluoro-6-methyl-phenyl)-2-oxo-4H-pyrimido[4,5-d]pyrimidin-1-yl]piperidine-1-carboxylate ClC1=NC=C2C(=N1)N(C(N(C2)C2=C(C=CC=C2C)F)=O)[C@@H]2CN(CCC2)C(=O)OC(C)(C)C